ONC(=O)C=1C(=C(C=CC1)N1CC(C1)OC1=CC=C(C=C1)NC(CC=1C=NC=CC1)=O)C1=CC=CC=C1 N-hydroxy-6-(3-(4-(2-(pyridin-3-yl)acetamido)phenoxy)azetidin-1-yl)-[1,1'-biphenyl]-2-carboxamide